(tert-Butyldimethyl-silyloxy)acetaldehyde C(C)(C)(C)[Si](OCC=O)(C)C